2-{[(αr)-6-{2,4-dioxo-1,3-diazaspiro[4.4]nonan-3-yl}spiro[3.3]heptan-2-yl]oxy}pyridine-3-carboxamide O=C1NC2(C(N1C1CC3(CC(C3)OC3=NC=CC=C3C(=O)N)C1)=O)CCCC2